5,5'-diamino-4,4'-dinitroamino-3,3'-bi-1,2,4-triazol triaminoguanidine salt NN=C(N(N)N)N.NC=1N(C(=NN1)C1=NN=C(N1N[N+](=O)[O-])N)N[N+](=O)[O-]